C(C)(C)(C)C=1N(C=CN1)CC1=C(C=C(C=C1)C=1C(=CC=C(C1)CC(C)C)S(=O)(=O)N)F 4'-((2-(tert-butyl)-1H-imidazol-1-yl)methyl)-3'-fluoro-5-isobutyl-[1,1'-biphenyl]-2-sulfonamide